O=C1NC(CCC1C1=CC=C(C=C1)N1CCC(CC1)C(=O)N1CCC(CC1)C(=O)N1CCC(CC1)C=1SC(=C(N1)C=1C(=C(C=CC1)C(CC)S(=O)(=O)N)F)C1=CC=NC=C1)=O (3-(2-(1-(1-(1-(4-(2,6-dioxopiperidin-3-yl)phenyl)piperidine-4-carbonyl)piperidine-4-carbonyl)piperidin-4-yl)-5-(pyridin-4-yl)thiazol-4-yl)-2-fluorophenyl)propane-1-sulfonamide